C(C)(C)(C)OC(=O)NCC=C(C(=O)[O-])CN1C(C=CC(=C1)CNC1=CC(=NC=2N1N=CC2CC)N2C(CCCC2)CCO)=O 4-((tert-butoxycarbonyl)amino)-2-((5-(((3-ethyl-5-(2-(2-hydroxyethyl)piperidin-1-yl)pyrazolo[1,5-a]pyrimidin-7-yl)amino)methyl)-2-oxopyridin-1(2H)-yl)methyl)but-2-enoate